p-isopropylbenzenediazonium tetrafluoroborate F[B-](F)(F)F.C(C)(C)C1=CC=C(C=C1)[N+]#N